CN1N=CC(=C1)C(C(=O)O)=C 2-(1-methyl-1H-pyrazol-4-yl)acrylic acid